N-{[9-(3-phenylpropyl)-beta-carbolin-3-yl]methyl}-beta-carbolin-1-amine C1(=CC=CC=C1)CCCN1C2=CC=CC=C2C=2C=C(N=CC12)CNC1=NC=CC=2C3=CC=CC=C3NC12